O=C1NC(CCC1C1=CC=C(C=C1)N1CCN(CC1)C(CN1CCC(CC1)C=1N=C2N(C=C(C(=C2)OC(C)C)NC(=O)C2=NC(=CC=C2)C(F)(F)F)C1)=O)=O N-[2-[1-[2-[4-[4-(2,6-dioxo-3-piperidyl)phenyl]piperazin-1-yl]-2-oxo-ethyl]-4-piperidyl]-7-isopropoxy-imidazo[1,2-a]pyridin-6-yl]-6-(trifluoromethyl)pyridine-2-carboxamide